methoxybeta-carbolin tert-butyl-(S)-(1-(4,4-difluorocyclohexyl)-2-((4-formylpyridin-2-yl)amino)-2-oxoethyl)carbamate C(C)(C)(C)N(C(O)=O)[C@H](C(=O)NC1=NC=CC(=C1)C=O)C1CCC(CC1)(F)F.COC1=NC=CC=2C3=CC=CC=C3NC12